N1=CC=C(C=C1)C1=C(COC(=O)C2=C(NC(=C(C2C2=CSC3=NC=CC=C32)C(C)=O)C)C)C=CC=C1.NC=1C=C(C=CC1)C1=CC=CC(=C1)N 3,5'-diaminobiphenyl 2-(Pyridin-4-yl)benzyl-5-acetyl-2,6-dimethyl-4-(thieno[2,3-b]pyridin-3-yl)-1,4-dihydropyridin-3-carboxylat